4-(((1-(tert-butyl)-4-(3-(trifluoromethyl)phenoxy)-1H-pyrazole-5-carboxamido)oxy)methyl)benzoic acid C(C)(C)(C)N1N=CC(=C1C(=O)NOCC1=CC=C(C(=O)O)C=C1)OC1=CC(=CC=C1)C(F)(F)F